dimethyl-curcumin CC(OC1=CC(=CC=C1O)\C=C\C(=O)CC(=O)\C=C\C1=CC=C(O)C(OC)=C1)C